FC=1C(=C(C=CC1F)C(=O)N1CC(C1)(O)CN1N=NC=C1)NC1=C(C=C(C=C1)I)F 1-({3,4-difluoro-2-[(2-fluoro-4-iodophenyl)amino]Phenyl}carbonyl)-3-(1H-1,2,3-triazol-1-ylmethyl)azetidin-3-ol